C(C)(C)(C)OC(=O)NC=1C(=CC(=CC1)N1CCC(CC1)N1CCN(CC1)C)OC 5-((tert-butoxycarbonyl)amino)-4-methoxy-2-(4-(4-methylpiperazin-1-yl)piperidin-1-yl)benzene